(4-((2,3-difluoro-9H-carbazol-9-yl)methyl)benzyl)phosphonic acid FC1=CC=2N(C3=CC=CC=C3C2C=C1F)CC1=CC=C(CP(O)(O)=O)C=C1